N-{[2-({6-azaspiro[3.4]octan-6-yl}methyl)-1H-indol-6-yl]methyl}-4-oxo-4H-pyrido[1,2-a]pyrimidine-2-carboxamide C1CCC12CN(CC2)CC=2NC1=CC(=CC=C1C2)CNC(=O)C=2N=C1N(C(C2)=O)C=CC=C1